4-amino-N-(5-phenylbenzo[d]oxazol-2-yl)-1-(1-(4-(dimethylamino)but-2-enoyl)pyrrolidin-3-yl)-1H-pyrazolo[3,4-d]pyrimidine-3-carboxamide NC1=C2C(=NC=N1)N(N=C2C(=O)NC=2OC1=C(N2)C=C(C=C1)C1=CC=CC=C1)C1CN(CC1)C(C=CCN(C)C)=O